2-(3,5-dichloro-4-((2-(4-fluorophenyl)-4-methylquinolin-6-yl)oxy)phenyl)-3,5-dioxo-2,3,4,5-tetrahydro-1,2,4-triazine-6-carbonitrile ClC=1C=C(C=C(C1OC=1C=C2C(=CC(=NC2=CC1)C1=CC=C(C=C1)F)C)Cl)N1N=C(C(NC1=O)=O)C#N